(R)-2-((1-(3-Bromoimidazo[1,2-a]pyrazin-8-yl)piperidin-3-yl)amino)-4-methoxypyrimidine-5-carbonitrile BrC1=CN=C2N1C=CN=C2N2C[C@@H](CCC2)NC2=NC=C(C(=N2)OC)C#N